(Z)-N-(4-(4-chlorophenoxy)phenyl)-2-cyano-3-hydroxy-3-(5-methylisoxazol-4-yl)acrylamide ClC1=CC=C(OC2=CC=C(C=C2)NC(\C(=C(\C=2C=NOC2C)/O)\C#N)=O)C=C1